CN(CCOC1=C(C(=O)NC2=C3C=CN=CC3=CC=C2)C=CC=C1C(F)(F)F)C 2-(Dimethylamino)ethoxyl-N-(isoquinolin-5-yl)-3-(trifluoromethyl)benzamide